3-(3-(2-hydroxy-2-methylpropyl)phenyl)butanal OC(CC=1C=C(C=CC1)C(CC=O)C)(C)C